C1(=CC=CC=C1)C#CCN1C=2N(CC(C1)CNC(C=C)=O)N=CC2.COC=2C=C(C=C(C2OC)OC)CN(CCC(=O)NO)CC2=CC(=C(C(=C2)OC)OC)OC 3-[bis[(3,4,5-trimethoxyphenyl)methyl]amino]-propanehydroxamic acid N-((4-(3-phenylprop-2-yn-1-yl)-4,5,6,7-tetrahydropyrazolo[1,5-a]pyrimidin-6-yl)methyl)acrylamide